ClC1=CC=C(COC=2C=CC(=C(C2)O)C=2C=NC(=CC2)C(F)(F)F)C=C1 5-((4-chlorobenzyl)oxy)-2-(6-(trifluoromethyl)pyridin-3-yl)phenol